C(C)(=O)N1[C@@H](CN([C@H](C1)CF)C(\C=C/Cl)=O)C=1C=C(C=C(C1)Cl)C1=CC(=NC=C1)C(=O)NC 4-(3-((2R,5R)-1-acetyl-4-((Z)-3-chloroacryloyl)-5-(fluoromethyl)piperazin-2-yl)-5-chlorophenyl)-N-methyl-picolinamide